1-[(3-BROMOTHIOPHEN-2-YL)METHYL]PIPERIDINE-4-CARBALDEHYDE BrC1=C(SC=C1)CN1CCC(CC1)C=O